[Ag]C#N.[K] potassium silver(I) cyanide